C(C)C1=CC=2NC(C(=CC2S1)C(=O)O)=O 2-ethyl-5-oxo-4,5-dihydrothieno[3,2-b]pyridine-6-carboxylic acid